1-(2-(1-methyl-1H-pyrazol-4-yl)-2-oxoethyl)-1H-pyrazole-3,5-dicarboxylic acid diethyl ester C(C)OC(=O)C1=NN(C(=C1)C(=O)OCC)CC(=O)C=1C=NN(C1)C